N-(3-(6-amino-5-(2-(methylamino)ethoxy)pyrimidin-4-yl)-5-fluoro-2-methylphenyl)-4'-fluoro-2',3'-dihydrospiro[cyclopropane-1,1'-indene]-5'-carboxamide NC1=C(C(=NC=N1)C=1C(=C(C=C(C1)F)NC(=O)C=1C(=C2CCC3(C2=CC1)CC3)F)C)OCCNC